(R)-3-((2-chloro-5-((2-oxopyrrolidin-1-yl)methyl)pyrimidin-4-yl)oxy)-10-methyl-9,10,11,12-tetrahydro-8H-[1,4]diazepino[5',6':4,5]thieno[3,2-f]quinoxalin-8-one ClC1=NC=C(C(=N1)OC1=NC=2C=CC3=C(C2N=C1)C1=C(S3)C(N[C@@H](CN1)C)=O)CN1C(CCC1)=O